5-(4-(1H-1,2,4-triazole-1-yl)benzyl)-1H-tetrazole N1(N=CN=C1)C1=CC=C(CC2=NN=NN2)C=C1